1-trimethoxysilyl-6-(diethylamino)(trimethoxysilylpropylamino)methylsilylhexane CO[Si](C(CCCCCN(CC)CC)[SiH2]CNCCC[Si](OC)(OC)OC)(OC)OC